Tert-butyl 2-(1-(3-chlorophenyl)-1H-pyrazol-3-yl)acetate ClC=1C=C(C=CC1)N1N=C(C=C1)CC(=O)OC(C)(C)C